4-(methylsulfonyl)-1-(7-(4-(trifluoromethyl)phenoxy)-3,4-dihydroisoquinolin-2(1H)-yl)butan-1-one CS(=O)(=O)CCCC(=O)N1CC2=CC(=CC=C2CC1)OC1=CC=C(C=C1)C(F)(F)F